C1(CC1)C1=NC(=NN1)NC=1SC(=C(N1)C=1C=C(C#N)C=CC1)C1=C(C(=NC=C1)C)C 3-{2-[(5-CYCLOPROPYL-1H-1,2,4-TRIAZOL-3-YL)AMINO]-5-(2,3-DIMETHYLPYRIDIN-4-YL)-1,3-THIAZOL-4-YL}BENZONITRILE